[NH4+].P(=O)(OCCN(CCCCO)C(CCC1=CC(=CC=C1)OCCCCCCCCCC)=O)(O)O 2-[{3-[3-(Decyloxy)phenyl]propanoyl}(4-hydroxybutyl)amino]ethyl dihydrogen phosphate ammonium salt